5-(4-chlorophenyl)spiro[2.3]Hexane-5-carbonitrile ClC1=CC=C(C=C1)C1(CC2(CC2)C1)C#N